9-((oxetan-3-ylmethyl)amino)heptadecane O1CC(C1)CNC(CCCCCCCC)CCCCCCCC